O1C(C1)COC1=CC=C(C=C1)C(C)=O (4-(oxiran-2-ylmethoxy)phenyl)ethan-1-one